C1(CC1)C(C1=C(C(=CC=C1)C(C)C)O)O 2-(cyclopropyl-(hydroxy)methyl)-6-isopropyl-phenol